4-(5-chloro-1-methyl-1,2,3,6-tetrahydro-pyridin-4-yl)-2-cyclopropoxy-5-methyl-aniline ClC1=C(CCN(C1)C)C1=CC(=C(N)C=C1C)OC1CC1